BrC=1C=C2C=CC(C2=C(C1)F)=O 5-bromo-7-fluoro-1-indenone